C(C)O\N=C(/COC1=CC(=NN1C)C(F)(F)F)\C1=CC(=CC=C1)C(F)(F)F (Z)-2-((1-methyl-3-(trifluoromethyl)-1H-pyrazol-5-yl)oxy)-1-(3-(trifluoromethyl)phenyl)ethan-1-one-O-ethyloxime